2,3-bis(bromomethyl)-6-(prop-2-ynyloxy)quinoxaline 1,4-dioxide BrCC1=[N+](C2=CC=C(C=C2[N+](=C1CBr)[O-])OCC#C)[O-]